3-chloroprop-1-yne ClCC#C